N-methyl-3-[3-(2-oxo-4-prop-2-enoyl-piperazin-1-yl)-1H-pyrazol-5-yl]propanamide CNC(CCC1=CC(=NN1)N1C(CN(CC1)C(C=C)=O)=O)=O